5-amino-2-(3-aminoprop-1-yn-1-yl)benzyl diisopropyl phosphate P(=O)(OCC1=C(C=CC(=C1)N)C#CCN)(OC(C)C)OC(C)C